CSC1=NC=C(C=N1)C(C)N1N=CC(=C1)NC(OC(C)(C)C)=O tert-butyl (1-(1-(2-(methylthio)pyrimidin-5-yl)ethyl)-1H-pyrazol-4-yl)carbamate